2-(1-benzylpiperidin-4-yl)ethyl (2R,6S)-2,6-dimethyl-4-[5-(trifluoromethyl)pyrazin-2-yl]piperazine-1-carboxylate C[C@H]1N([C@H](CN(C1)C1=NC=C(N=C1)C(F)(F)F)C)C(=O)OCCC1CCN(CC1)CC1=CC=CC=C1